[N+](=O)([O-])C=1C=CC2=C(N=C(S2)N)C1 5-nitrobenzo[d]thiazol-2-amine